(S,E)-1-((1-((5-Fluoro-7-neopentyl-1H-indol-2-yl)methyl)-2-oxo-1,2-dihydropyridin-3-yl)amino)-1,7-dioxo-7-(pyrrolidin-1-yl)hept-5-en-2-yl pyrrolidin-1-carboxylat N1(CCCC1)C(=O)O[C@H](C(=O)NC=1C(N(C=CC1)CC=1NC2=C(C=C(C=C2C1)F)CC(C)(C)C)=O)CC\C=C\C(N1CCCC1)=O